SCC(=O)OCCCCOC(CS)=O 4-butanediyl bis(mercaptoacetate)